1-tert-butyl 4-methyl 4-vinylpiperidine-1,4-dicarboxylate C(=C)C1(CCN(CC1)C(=O)OC(C)(C)C)C(=O)OC